OC1=C(C=CC(=C1)C1OC2=C(C(=CC=C2CC1O)O)O)[O-] 2-hydroxy-4-(3,7,8-trihydroxy-3,4-dihydro-2H-chromen-2-yl)phenolate